4-(bromomethyl-d2)benzonitrile BrC(C1=CC=C(C#N)C=C1)([2H])[2H]